benzyl N-[5-methyl-1-(1H-1,2,3,4-tetrazol-5-yl)-2,3,4,7-tetrahydroazepin-3-yl]carbamate CC=1CC(CN(CC1)C1=NN=NN1)NC(OCC1=CC=CC=C1)=O